C(C)(C)(C)OC(=O)NC(C(=O)OCN1C(N(SC1NC(C1=CC=C(C=C1)Cl)=O)CC1=CC=C(C=C1)Cl)=O)C [5-(4-chlorobenzamido)-2-[(4-chlorophenyl)methyl]-3-oxo-1,2,4-thiadiazolidin-4-yl]methyl 2-{[(tert-butoxy)carbonyl]amino}propanoate